COC(CC[C@H](NC(=O)OC(C)(C)C)C(=O)O)=O Boc-L-glutamic acid-5-methyl ester